Cl.Cl.C1(CC1)C=1C=CC(=NC1)C=1N(C(=NN1)C1CC(C1)N)C1=C(C=CC=C1)F (1S,3r)-3-(5-(5-cyclopropylpyridin-2-yl)-4-(2-fluorophenyl)-4H-1,2,4-triazol-3-yl)cyclobutan-1-amine dihydrochloride